3-((9,10-dioxo-9,10-dihydroanthracen-1-yl)amino)propanoic acid O=C1C2=CC=CC=C2C(C=2C=CC=C(C12)NCCC(=O)O)=O